ethyl 5-carbamoyl-2-{[(4-fluorophenyl)oxy]methyl}-4-[5-({[(1R)-2,3-dihydro-1H-indenyl]amino}carbonyl)thiophen-2-yl]-6-(2-methylpropyl)pyridine-3-carboxylate C(N)(=O)C=1C(=C(C(=NC1CC(C)C)COC1=CC=C(C=C1)F)C(=O)OCC)C=1SC(=CC1)C(=O)N[C@@H]1CCC2=CC=CC=C12